NC1=CC=CC(=N1)S(=O)(=O)NC(=O)C=1C(=NC(=CC1)C1=CC=C(C=C1)C(C)C)N1C(C[C@H](C1)C)(C)C N-[(6-Amino-2-pyridyl)sulfonyl]-6-(4-isopropylphenyl)-2-[(4R)-2,2,4-trimethylpyrrolidin-1-yl]pyridin-3-carboxamid